N-[2-(2-hydroxyethyl)-6-(2-hydroxypropan-2-yl)-2H-indazol-5-yl]-6-(trifluoromethyl)pyridine-2-carboxamide OCCN1N=C2C=C(C(=CC2=C1)NC(=O)C1=NC(=CC=C1)C(F)(F)F)C(C)(C)O